4a,6a-dimethyl-1,2,3,4,4a,4b,5,6,6a,7,8,9,10,10a,10b,11-hexadecahydrochrysen-2-ol CC12CCC(CC2=CCC2C3CCCCC3(CCC12)C)O